CN(C=1C=C(OC=2N=C(C3=C(N2)C=NC=C3)O)C=CC1)C1=CC=CC=C1 2-[3-(methyl-phenyl-amino)-phenoxy]-pyrido[3,4-d]pyrimidin-4-ol